ClC=1C=C(C=C(C1)S(=O)(=O)C)NC(=O)C=1SC(=C(C1)C1=NC=C(C=C1C)N1CC(C1)(F)F)C N-(3-chloro-5-(methylsulfonyl)phenyl)-4-(5-(3,3-difluoroazetidin-1-yl)-3-methylpyridin-2-yl)-5-methylthiophene-2-carboxamide